2-chloro-3-(1,3-dimethyl-1H-pyrazole-5-oxy)methyl-4-methylsulfonylbenzoic acid ClC1=C(C(=O)O)C=CC(=C1COC1=CC(=NN1C)C)S(=O)(=O)C